C(C)(=O)C1=NC2=CC=C(C=C2NC1=O)C(=O)OC methyl 2-acetyl-3-oxo-3,4-dihydroquinoxaline-6-carboxylate